[Si](C)(C)(C(C)(C)C)OCC=1C=C(C(=C2C=CN=CC12)CNC1CC(C1)OC1=CC(=NC=C1)C(F)(F)F)F (1r,3r)-N-((8-(((tert-butyldimethylsilyl)oxy)methyl)-6-fluoroisoquinolin-5-yl)methyl)-3-((2-(trifluoromethyl)pyridin-4-yl)oxy)cyclobutan-1-amine